C(OC=1C=C(C=CC1)CCN)([2H])([2H])[2H] 2-(3-(Methoxy-d3)phenyl)ethan-1-amine